N-[[6-(6-fluoro-1H-indazole-3-carbonyl)-6-azaspiro[2.5]octan-2-yl]methyl]furo[2,3-c]pyridine-2-carboxamide FC1=CC=C2C(=NNC2=C1)C(=O)N1CCC2(C(C2)CNC(=O)C2=CC=3C(=CN=CC3)O2)CC1